3-(2-(4-bromo-3-(methoxymethyl)phenyl)-2-oxoethyl)thiazolidine-2,4-dione BrC1=C(C=C(C=C1)C(CN1C(SCC1=O)=O)=O)COC